1,3-dimethyl-2-ethylimidazolium phthalate C(C=1C(C(=O)[O-])=CC=CC1)(=O)[O-].CN1C(=[N+](C=C1)C)CC.CN1C(=[N+](C=C1)C)CC